2,5-dimethoxy-α-ethyl-4-methylphenethylamine COC1=C(CC(CC)N)C=C(C(=C1)C)OC